N-((1-(1,4-dimethyl-1H-imidazol-2-yl)piperidin-4-yl)methyl)-2-(2-isopropylphenyl)pyrido[2,3-d]pyrimidin-4-amine CN1C(=NC(=C1)C)N1CCC(CC1)CNC=1C2=C(N=C(N1)C1=C(C=CC=C1)C(C)C)N=CC=C2